IC=1N(C2=CC=CC(=C2C1)[N+](=O)[O-])CC(F)(F)F 2-iodo-4-nitro-1-(2,2,2-trifluoroethyl)-1H-indole